ClC1=CC=C(C=C1)[C@@H](C)OC=1C=C(C=NC1)C=1C=NN(C1)C1CCN(CC1)C(=O)OC(C)(C)C tert-butyl (R)-4-(4-(5-(1-(4-chlorophenyl)ethoxy)pyridin-3-yl)-1H-pyrazol-1-yl)piperidine-1-carboxylate